OC1=C2CN(CC2=CC=C1)C(=O)OC(C)(C)C tert-Butyl 4-hydroxyisoindoline-2-carboxylate